Nonanamin C(CCCCCCCC)N